3-(4-ethylphenyl)-1-methyl-5-(4-(piperidin-1-yl)benzylidene)-2-selenoxoimidazolidin-4-one C(C)C1=CC=C(C=C1)N1C(N(C(C1=O)=CC1=CC=C(C=C1)N1CCCCC1)C)=[Se]